O(C1=CC=CC=C1)C1=CC=C(C=C1)C1=NN(C2=NC=NC=C21)[C@H]2CN(CCC2)S(=O)(=O)OCC (R)-3-(4-phenoxyphenyl)-1-(1-(ethylsulfo)piperidin-3-yl)-1H-pyrazolo[3,4-d]pyrimidine